CC=1C=C(C(C(=O)O)=CC1C)C(=O)O 4,5-dimethylphthalic acid